ClC1=NC=C(C(=C1)N[C@H](CCO)C)C#CC=1C=NN(C1)CCF (S)-3-((2-Chloro-5-((1-(2-fluoroethyl)-1H-pyrazol-4-yl)ethynyl)pyridin-4-yl)amino)butan-1-ol